CN(C1CCN(CC1)CN1C(\C(\C2=CC=CC=C12)=C\1/NC2=CC=CC=C2C1=O)=O)C (3Z)-1-[[4-(dimethylamino)-1-piperidyl]methyl]-3-(3-oxoindolin-2-ylidene)indolin-2-one